N-ethyl-2,3-difluoro-4-iodo-6-nitroaniline C(C)NC1=C(C(=C(C=C1[N+](=O)[O-])I)F)F